C(CC)NC1CC2=C(N=C(S2)N)CC1 6-Propylamino-4,5,6,7-tetrahydro-1,3-benzothiazole-2-amine